6-Chloropyrido[2,3-b]pyrazin-2-ol ClC=1C=CC=2C(=NC=C(N2)O)N1